C12=NCCC3(CCC31)C2 2-azatricyclo[3.3.1.05,8]nonaneN